P(=O)(O[Si](C)(C)C)(O[Si](C)(C)C)F bis(trimethylsilyl) monofluorophosphate